(2-((S)-5-oxo-1-(2,3,5-trifluorobenzyl)pyrrolidin-2-yl)acetyl)valine O=C1CC[C@H](N1CC1=C(C(=CC(=C1)F)F)F)CC(=O)N[C@@H](C(C)C)C(=O)O